2-chloro-4-[[(3,4-dimethylpyrimidino[4',5':4,5]thieno[2,3-c]pyridazin-8-yl)amino]methyl]-N-isopropyl-benzamide ClC1=C(C(=O)NC(C)C)C=CC(=C1)CNC1=NC=NC2=C1SC=1N=NC(=C(C12)C)C